FC(C(=O)O)(F)F.N[C@@H]1[C@H](COCC1)C1=C(C2=NC(=CC(=C2S1)NCC=1SC=CC1)Cl)Br 2-((3R,4S)-4-aminotetrahydro-2H-pyran-3-yl)-3-bromo-5-chloro-N-(thiophen-2-ylmethyl)thieno[3,2-b]pyridin-7-amine trifluoroacetate